3-(1H-benzo[d]imidazol-2-yl)-4-[2-(dimethylamino)ethoxy]-N-(4-pyrazin-2-ylphenyl)aniline N1C(=NC2=C1C=CC=C2)C=2C=C(NC1=CC=C(C=C1)C1=NC=CN=C1)C=CC2OCCN(C)C